2-fluoro-1-methylethyltrimethoxysilane FCC(C)[Si](OC)(OC)OC